COC([C@@](O)(C1=CC=CC=C1)Cl)=O R-chloromandelic acid methyl ester